C(C1=CC=CC=C1)N(C1=NCC(N1)=O)C 2-(benzyl-(methyl)amino)-3,5-dihydro-4H-imidazol-4-one